ClC1=CC(=NC(=C1O)Cl)C(=O)NC1=C2C(N(C(=NC2=C(C=C1)C)C)CC1=NN(C2=CC=CC=C12)C)=O 4,6-dichloro-N-(2,8-dimethyl-3-((1-methyl-1H-indazol-3-yl)methyl)-4-oxo-3,4-dihydroquinazolin-5-yl)-5-hydroxypicolinamide